methyl (1R,2S,5S)-3-[(2S)-2-[(3-methoxycyclobutanecarbonyl)amino]-3,3-dimethyl-butanoyl]-6,6-dimethyl-3-azabicyclo[3.1.0]hexane-2-carboxylate COC1CC(C1)C(=O)N[C@H](C(=O)N1[C@@H]([C@H]2C([C@H]2C1)(C)C)C(=O)OC)C(C)(C)C